3-(methacryloxy)propyltris(triethylsiloxy)silane C(C(=C)C)(=O)OCCC[Si](O[Si](CC)(CC)CC)(O[Si](CC)(CC)CC)O[Si](CC)(CC)CC